vinyliden cyanide C(=C)(C#N)C#N